FC(C(=O)O)(F)F.N1CC(C1)C1=CC=C(C=C1)N1N=C(C=C1C)C 1-[4-(Azetidin-3-yl)phenyl]-3,5-dimethyl-pyrazole, trifluoroacetic acid salt